4-tertiary butyl-phenylacetic acid C(C)(C)(C)C1=CC=C(C=C1)CC(=O)O